FC1=C(C=CC(=C1C)OC1=CC2=C(N(C=N2)C)C=C1)NC=1C2=C(N=CN1)C=CC(=N2)C2CC(N(CC2)C(C=C)=O)(C)C 1-(4-(4-((2-fluoro-3-methyl-4-((1-methyl-1H-benzo[d]imidazol-5-yl)oxy)phenyl)amino)pyrido[3,2-d]pyrimidin-6-yl)-2,2-dimethylpiperidin-1-yl)prop-2-en-1-one